tert-butyl ((3R)-1-(2-chloro-6a,7,8,9-tetrahydro-6H-pyrimido[5,4-b]pyrrolo[1,2-d][1,4]oxazin-4-yl)pyrrolidin-3-yl)(methyl)carbamate ClC=1N=C(C=2OCC3N(C2N1)CCC3)N3C[C@@H](CC3)N(C(OC(C)(C)C)=O)C